(bromo)methylcyclobutane BrCC1CCC1